5-(1H-imidazol-1-yl)-2-(4-methoxybenzyl)-2H-pyrazolo[4,3-d]Pyrimidin-7(6H)-one N1(C=NC=C1)C=1NC(C=2C(N1)=CN(N2)CC2=CC=C(C=C2)OC)=O